C(C)[N+]1=CC=CC=C1 N-ethyl-pyridinium